4-(2-Methyl-2-(4-nitrophenyl)propionyl)piperazine-1-carboxylate CC(C(=O)N1CCN(CC1)C(=O)[O-])(C)C1=CC=C(C=C1)[N+](=O)[O-]